C(C)(=O)N1[C@H](CCC2=CC(=CC=C12)C1=CC=C(CNC(CC=2N=C3N(C=C(N=C3N3CCOCC3)C=3C=NC(=NC3)N)C2)=O)C=C1)C (S)-N-(4-(1-Acetyl-2-methyl-1,2,3,4-tetrahydroquinolin-6-yl)benzyl)-2-(6-(2-aminopyrimidin-5-yl)-8-morpholinoimidazo[1,2-a]pyrazin-2-yl)acetamide